[Zn].CC(CC(CC)=O)=O.CC(CC(CC)=O)=O bis(2,4-hexanedione) zinc